C(C)OC(=O)C=1[C@@H](N=C(NC1CN1CC=2C(CC1)C(N(N2)C)=O)C=2SC=CN2)C2=C(C(=CC=C2)F)C (4S)-4-(3-fluoro-2-methylphenyl)-6-((2-methyl-3-oxo-2,3,3a,4,5,7-hexahydro-6H-pyrazolo[3,4-c]pyridin-6-yl)methyl)-2-(thiazol-2-yl)-1,4-dihydropyrimidine-5-carboxylic acid ethyl ester